(3S)-1'-[5-(cyclopropylmethoxy)pyrazin-2-yl]-1,3-dihydrospiro[indene-2,4'-piperidin]-3-amine C1(CC1)COC=1N=CC(=NC1)N1CCC2(CC1)CC1=CC=CC=C1[C@H]2N